2-(3-Chlorobenzyl)-4-(2,4-dichlorophenyl)-5-methylimidazole ClC=1C=C(CC=2NC(=C(N2)C2=C(C=C(C=C2)Cl)Cl)C)C=CC1